N-(6-cyano-4-(3-(methylsulfonylamino)phenyl)-6,7-dihydro-5H-pyrrolo[3,4-d]pyrimidin-2-yl)acetamide C(#N)N1CC=2N=C(N=C(C2C1)C1=CC(=CC=C1)NS(=O)(=O)C)NC(C)=O